(ethyl-1,1-d2)-5-fluoro-2-hydroxy-N-isopropylbenzamide C(C)([2H])([2H])C=1C(=C(C(=O)NC(C)C)C=C(C1)F)O